Cl.Cl.BrC1=CC=C(C=C1)C=CCNCCNS(=O)(=O)C=1C=2C=CN=CC2C=CC1 N-[2-[[3-(4-bromophenyl)-2-propenyl]amino]ethyl]-5-isoquinolinesulfonamide dihydrochloride